C(C)C=1C=2C=C(C=CC2N=C2C3=CC=4[C@@](C(C(CC4C(N3CC12)=O)=O)=O)(O)CC)O (19S)-10,19-diethyl-7,19-dihydroxy-17-oxo-3,13-diazapentacyclo[11.8.0.02,11.04,9.015,20]henicosa-1(21),2,4(9),5,7,10,15(20)-heptaen-14,18-dione